5-benzyl 1-methyl (2S)-2-aminopentanedioate N[C@H](C(=O)OC)CCC(=O)OCC1=CC=CC=C1